benzyl 8-(2-((1r,3r)-3-((1-(tert-butoxycarbonyl) piperidin-4-yl) oxy) cyclobutoxy) pyridin-4-yl)-3,8-diazabicyclo[3.2.1]octane-3-carboxylate C(C)(C)(C)OC(=O)N1CCC(CC1)OC1CC(C1)OC1=NC=CC(=C1)N1C2CN(CC1CC2)C(=O)OCC2=CC=CC=C2